CN1N=CC=2C=3N=C(C=C(C(/N=C/4\NC=5C=CC(=CC5N4C[C@@H](OCCCC12)C)C=O)=O)C3)C (11S,21E)-5,11,26-trimethyl-23-oxo-10-oxa-4,5,13,20,22,27-hexazapentacyclo[22.3.1.02,6.013,21.014,19]octacosa-1(28),2(6),3,14(19),15,17,21,24,26-nonaene-16-carbaldehyde